[1-ethyl-5-fluoro-6-(1H-1,2,3,4-tetrazol-5-yl)-1H-imidazo[4,5-b]pyridin-2-yl]diphenylmethanol C(C)N1C(=NC2=NC(=C(C=C21)C2=NN=NN2)F)C(O)(C2=CC=CC=C2)C2=CC=CC=C2